ClC=1C=C(OC=2N=NNC2C(=O)OCOC(C)=O)C=CC1Cl acetoxymethyl 4-(3,4-dichlorophenoxy)-1H-1,2,3-triazole-5-carboxylate